C(C1=CC=CC=C1)(=O)C1=C(C=CC(=C1)Cl)NC(CI)=O N-(2-benzoyl-4-chlorophenyl)-2-iodoacetamide